(trans)-tert-Butyl 3-(4-iodo-1H-pyrazol-1-yl)cyclobutanecarboxylate IC=1C=NN(C1)[C@@H]1C[C@H](C1)C(=O)OC(C)(C)C